BrC1=CC(=C(NC=2C(=C(C=NC2)CC2=C(C(=NC=C2)N(C(OC(C)(C)C)=O)C(=O)OC(C)(C)C)F)C)C=C1)F tert-butyl N-[4-[[5-(4-bromo-2-fluoro-anilino)-4-methyl-3-pyridyl]methyl]-3-fluoro-2-pyridyl]-N-tert-butoxycarbonyl-carbamate